CC1=C(CN2C=CC=3C4=C(N=C(N=C4C=CC32)N)N)C=CC=C1 7-(2-methylbenzyl)-7H-pyrrolo[3,2-f]quinazoline-1,3-diamine